trans-Benzyl 3-(difluoromethyl)-4-[ethoxy(hydroxy)methyl]pyrrolidine-1-carboxylate FC([C@@H]1CN(C[C@H]1C(O)OCC)C(=O)OCC1=CC=CC=C1)F